C(C)C(COCC1CO1)CCCC Glycidyl 2-ethyl-hexyl ether